C(C(C)C)C(C(=O)O)NC(NCCCC(OCOC(CCCC)=O)=O)=O 2-isobutyl-4,9,13-trioxo-10,12-dioxa-3,5-diazaheptadecanoic acid